methyl (S)-4-(1-(1-(3-iodobenzyl)-6-(trifluoromethyl)-2,3-dihydro-1H-imidazo[1,2-b]pyrazole-7-carboxamido)ethyl)benzoate IC=1C=C(CN2CCN3N=C(C(=C32)C(=O)N[C@@H](C)C3=CC=C(C(=O)OC)C=C3)C(F)(F)F)C=CC1